Tert-butyl (S)-5-amino-4-(4-((6-((1-(4-cyano-2-fluorophenyl)piperidin-4-yl)thio)-2-methylpyridin-3-yl)methoxy)-1-oxoisoindolin-2-yl)-5-oxopentanoate NC([C@H](CCC(=O)OC(C)(C)C)N1C(C2=CC=CC(=C2C1)OCC=1C(=NC(=CC1)SC1CCN(CC1)C1=C(C=C(C=C1)C#N)F)C)=O)=O